3-(2-((3-methoxy-1-methyl-1H-pyrazol-4-yl)amino)pyrimidin-4-yl)-1H-indol-7-amine COC1=NN(C=C1NC1=NC=CC(=N1)C1=CNC2=C(C=CC=C12)N)C